C(C)(C)(C)NC(OCCN)=O 2-aminoethyl tert-butylcarbamate